C(C)(C)(C)OC(=O)N1CC(C(CC1)C1=CC=C2C(=NN(C2=C1)C)N1C(NC(CC1)=O)=O)(F)F 4-(3-(2,4-dioxotetrahydropyrimidin-1(2H)-yl)-1-methyl-1H-indazol-6-yl)-3,3-difluoropiperidine-1-carboxylic acid tert-butyl ester